C(CC)CC(=O)O.C(CC)(=O)OCC ethyl propionate (propyl acetate)